(4-methyl-1,2,5-oxadiazol-3-yl)-3-(methylsulfinyl)-4-(trifluoromethyl)benzamide CC=1C(=NON1)C1=C(C(=O)N)C=CC(=C1S(=O)C)C(F)(F)F